NC1=C2C(=NC=N1)N(N=C2C2=CC=C(C=C2)OC2=CC=CC=C2)C2CCN(CC2)C2CN(C2)C2CN(C2)C2CN(C2)C=2C=C1C(N(C(C1=CC2)=O)C2C(NC(CC2)=O)=O)=O 5-(3-(4-(4-amino-3-(4-phenoxyphenyl)-1H-pyrazolo[3,4-d]pyrimidin-1-yl)piperidin-1-yl)-[1,3':1',3''-terazetidin]-1''-yl)-2-(2,6-dioxopiperidin-3-yl)isoindoline-1,3-dione